(((((2S,3S,4R,5R)-5-(6-chloro-4-(((1S,2R)-2-methylcyclopentyl)amino)-1H-pyrazolo[3,4-d]pyrimidin-1-yl)-3,4-dihydroxytetrahydrofuran-2-yl)methyl)sulfonyl)methyl)phosphonic acid ClC1=NC(=C2C(=N1)N(N=C2)[C@H]2[C@@H]([C@@H]([C@H](O2)CS(=O)(=O)CP(O)(O)=O)O)O)N[C@@H]2[C@@H](CCC2)C